C(CCCCCCCCCCCCC)NC(\C=C\C(=O)O)=O N-n-tetradecyl-fumaric acid amide